1-isopropyl-3-methoxy-1H-indazole-6-carboxylic acid C(C)(C)N1N=C(C2=CC=C(C=C12)C(=O)O)OC